N1(N=CN=C1)C=1CCC(NC1C1=C(C=C(C=C1F)F)F)=O 5-(1H-1,2,4-triazol-1-yl)-6-(2,4,6-trifluorophenyl)-3,4-dihydropyridin-2(1H)-one